COC(CC1=NC(=CC=C1)N1CC(C1)O)=O 2-(6-(3-Hydroxyazetidin-1-yl)pyridin-2-yl)acetic acid methyl ester